3-bromo-5-(difluoromethyl)-1-methyl-1H-1,2,4-triazole BrC1=NN(C(=N1)C(F)F)C